C(C(=C)C)(=O)OCCCCCCOC1=CC=C(C(=O)O)C=C1 4-(6-methacryloyloxyhexyloxy)benzoic acid